3-(4-(4-Cyclopropylpiperazin-1-yl)phenyl)-5-(2-fluoro-6-methylphenyl)-1H-pyrazolo[4,3-c]pyridazin-6(5H)-on C1(CC1)N1CCN(CC1)C1=CC=C(C=C1)C1=NNC=2C1=NN(C(C2)=O)C2=C(C=CC=C2C)F